FC1=C(C(=O)NC2=NC=CC(=C2)C(F)(F)F)C=CC=C1 2-fluoro-N-(4-(trifluoromethyl)pyridin-2-yl)benzamide